The molecule is a glucosaminoglycan, a glucosamine oligosaccharide and a N(4)-glycosyl-L-asparagine. It has a role as a human metabolite and a mouse metabolite. It is a tautomer of a N(4)-{N-acetyl-beta-D-glucosaminyl-(1->2)-alpha-D-mannosyl-(1->3)-[N-acetyl-beta-D-glucosaminyl-(1->2)-alpha-D-mannosyl-(1->6)]-beta-D-mannosyl-(1->4)-N-acetyl-beta-D-glucosaminyl-(1->4)-[alpha-L-fucosyl-(1->6)]-N-acetyl-beta-D-glucosaminyl}-L-asparagine zwitterion. C[C@H]1[C@H]([C@H]([C@@H]([C@@H](O1)OC[C@@H]2[C@H]([C@@H]([C@H]([C@@H](O2)NC(=O)C[C@@H](C(=O)O)N)NC(=O)C)O)O[C@H]3[C@@H]([C@H]([C@@H]([C@H](O3)CO)O[C@H]4[C@H]([C@H]([C@@H]([C@H](O4)CO[C@@H]5[C@H]([C@H]([C@@H]([C@H](O5)CO)O)O)O[C@H]6[C@@H]([C@H]([C@@H]([C@H](O6)CO)O)O)NC(=O)C)O)O[C@@H]7[C@H]([C@H]([C@@H]([C@H](O7)CO)O)O)O[C@H]8[C@@H]([C@H]([C@@H]([C@H](O8)CO)O)O)NC(=O)C)O)O)NC(=O)C)O)O)O